(2R,3R,4R,5R)-5-(6-benzamido-9H-purin-9-yl)-4-((tert-butyldimethylsilyl)oxy)-2-(((tert-butyldimethylsilyl)oxy)methyl)tetrahydrofuran-3-yl methanesulfinate CS(=O)O[C@@H]1[C@H](O[C@H]([C@@H]1O[Si](C)(C)C(C)(C)C)N1C2=NC=NC(=C2N=C1)NC(C1=CC=CC=C1)=O)CO[Si](C)(C)C(C)(C)C